BrC=1NC(=NN1)C(C(=O)NC1=CC=C(C=C1)C=1C(=NN(C1C)COCC[Si](C)(C)C)C)C(C1CC1)C1CC1 2-(5-bromo-4H-1,2,4-triazol-3-yl)-3,3-dicyclopropyl-N-[4-[3,5-dimethyl-1-(2-trimethylsilylethoxymethyl)pyrazol-4-yl]phenyl]propanamide